C(C(O)CO)OC(C=C)=O Glycerylacrylat